chlorotrimethylammonium acrylate C(C=C)(=O)[O-].Cl[N+](C)(C)C